O=C(COCC1=NNC(C2=CC=CC=C12)=O)N1CCN(CC1)C1=NC=C(C=N1)C(F)(F)F 4-((2-oxo-2-(4-(5-(trifluoromethyl)pyrimidin-2-yl)piperazin-1-yl)ethoxy)methyl)phthalazin-1(2H)-one